C(C=C)O[Si](C(C)C)(C(C)C)C(C)C (prop-2-en-1-yloxy)tris(prop-2-yl)silane